FC=1C=C(C=CC1F)N1N=C(C=C1)C(C(=O)OCC)C ethyl 2-[1-(3,4-difluorophenyl)pyrazol-3-yl]propanoate